dimethyl(oct-7-en-1-yl)aluminum C[Al](CCCCCCC=C)C